C(C)(C)(C)OC(N(C1=CC=CC=C1)C#CC=1SC=CC1)=O N-(2-thienylethynyl)-N-phenylcarbamic acid tert-butyl ester